COC1=C(C=CC(=C1)[N+](=O)[O-])C1C(CN(CC1)C(=O)OCC1=CC=CC=C1)=O benzyl 4-(2-methoxy-4-nitrophenyl)-3-oxopiperidine-1-carboxylate